(S)-6-(4-Ethyl-3-(hydroxymethyl)-5-oxo-4,5-dihydro-1H-1,2,4-triazol-1-yl)-5-fluoro-N-(3-fluoro-5-methylpyridin-4-yl)-2-((1,1,1-trifluoropropan-2-yl)oxy)nicotinamide C(C)N1C(=NN(C1=O)C1=NC(=C(C(=O)NC2=C(C=NC=C2C)F)C=C1F)O[C@H](C(F)(F)F)C)CO